2-(6-Chloro-benzothiazol-2-ylamino)-1-methyl-1H-benzoimidazole-5-carboxylic acid (trans-4-hydroxy-cyclohexyl)-amide O[C@@H]1CC[C@H](CC1)NC(=O)C1=CC2=C(N(C(=N2)NC=2SC3=C(N2)C=CC(=C3)Cl)C)C=C1